3,3',4',5-Tetrahydroxy-7-methoxyflavone OC1=C(OC2=CC(=CC(=C2C1=O)O)OC)C1=CC(=C(C=C1)O)O